Tert-butyl (S)-5-amino-4-(5-(((S)-1-((8-fluoro-2-morpholinoquinolin-6-yl) methyl)pyrrolidin-3-yl)oxy)-1-oxoisoindolin-2-yl)-5-oxopentanoate NC([C@H](CCC(=O)OC(C)(C)C)N1C(C2=CC=C(C=C2C1)O[C@@H]1CN(CC1)CC=1C=C2C=CC(=NC2=C(C1)F)N1CCOCC1)=O)=O